3-(4-bromophenyl)-1-(2,4-dimethoxybenzyl)-5-(2,4-dimethoxyphenyl)-1H-pyrazolo[4,3-c]pyridazin-6(5H)-one BrC1=CC=C(C=C1)C1=NN(C=2C1=NN(C(C2)=O)C2=C(C=C(C=C2)OC)OC)CC2=C(C=C(C=C2)OC)OC